1-{2-[(1-ethyl-1H-1,2,3-triazol-4-yl)(methyl)amino]acetyl}-4-fluoropyrrolidine-2-carboxamide C(C)N1N=NC(=C1)N(CC(=O)N1C(CC(C1)F)C(=O)N)C